7-(Methoxymethyl)-2-methyl-7,8-dihydro-[1,4]dioxino[2,3-g]quinazolin-4-ol COCC1COC2=C(C=C3C(=NC(=NC3=C2)C)O)O1